5-(3-(((1r,4r)-4-(5-chloro-2-(trifluoromethyl)nicotinamido)cyclohexyl)methyl)-2-oxo-2,3-dihydro-1H-benzo[d]imidazol-1-yl)-N,4-dimethylpicolinamide ClC=1C=NC(=C(C(=O)NC2CCC(CC2)CN2C(N(C3=C2C=CC=C3)C=3C(=CC(=NC3)C(=O)NC)C)=O)C1)C(F)(F)F